OC(C)C1=CC=2N(C(C(=C(N2)C(F)(F)F)C=2C=NN(C2)CC(C(F)(F)F)(F)F)=O)C=C1 8-(1-Hydroxyethyl)-3-(1-(2,2,3,3,3-pentafluoropropyl)-1H-pyrazol-4-yl)-2-(trifluoromethyl)-4H-pyrido[1,2-a]pyrimidin-4-one